N-[5-chloro-1-(1-methylcyclopropyl)-1H-pyrazol-4-yl]-6-methyl-7-[4-(3-methyloxetan-3-yl)piperazin-1-yl]quinazolin-2-amine ClC1=C(C=NN1C1(CC1)C)NC1=NC2=CC(=C(C=C2C=N1)C)N1CCN(CC1)C1(COC1)C